6-(cyclopropylethynyl)-2-methoxynicotinic acid C1(CC1)C#CC1=NC(=C(C(=O)O)C=C1)OC